Sodium (2S,5R)-2-(N-(cyclohexanecarbonyl)carbamimidoyl)-7-oxo-1,6-diazabicyclo[3.2.1]octan-6-yl Sulfate S(=O)(=O)(ON1[C@@H]2CC[C@H](N(C1=O)C2)C(NC(=O)C2CCCCC2)=N)[O-].[Na+]